C(C(=O)O)(=O)O.[Nb].[Ta] tantalum-niobium oxalic acid